4-(7-fluoro-1-(pyridazin-3-ylmethyl)-benzimidazol-2-yl)-N-methyl-1,2,5-thiadiazol-3-amine FC1=CC=CC2=C1N(C(=N2)C=2C(=NSN2)NC)CC=2N=NC=CC2